C(=O)(O)CN(C)C(NC)=NSCC(=O)O 2-{[{[(carboxymethyl)(methyl)amino](methylamino)methylidene}amino]sulfanyl}acetic acid